2-amino-1-(2-(3,5-difluorophenyl)-3-((4-fluorophenyl)amino)-8,8-dimethyl-5,6-dihydroimidazo[1,2-a]pyrazin-7(8H)-yl)ethan-1-one NCC(=O)N1C(C=2N(CC1)C(=C(N2)C2=CC(=CC(=C2)F)F)NC2=CC=C(C=C2)F)(C)C